C(C)SC1=NC(=NS1)OC 5-Ethylthio-3-methoxy-1,2,4-thiadiazole